O1C=NC=C1CNC(=O)NC1=CC=C(C=C1)S(=O)(=O)C=1C(C)=CC=CC1 1-Oxazol-5-ylmethyl-3-[4-(toluene-2-sulfonyl)-phenyl]-urea